4-chloro-N-methyl-N-(1H-pyrazol-5-yl)butanamide ClCCCC(=O)N(C1=CC=NN1)C